BrC1=CC(=NC(=C1)C)CC(CC)=NO 1-(4-bromo-6-methylpyridin-2-yl)butan-2-one oxime